C1(CCCCC1)C(=O)N1CCCC1 N-(cyclohexylcarbonyl)pyrrolidine